2-((2S)-5-methylpiperazin-2-yl)acetonitrile CC1NC[C@@H](NC1)CC#N